COC1=C(C(=CC(=C1)B1OC(C(O1)(C)C)(C)C)OC)CN1CCN(CC1)C(=O)OC(C)(C)C tert-butyl 4-[[2,6-dimethoxy-4-(4,4,5,5-tetramethyl-1,3,2-dioxaborolan-2-yl)phenyl]methyl]piperazine-1-carboxylate